C(C)(C)(C)OC(=O)N(C1=CC(=NC=2N1N=CC2C(C)C)C=2CC=NCC2)CC2=CC(=CC=C2)NC(\C=C\CN(C)C)=O (E)-4-(7-((tert-butoxycarbonyl)(3-(4-(dimethylamino)but-2-enamido)benzyl)amino)-3-isopropylpyrazolo[1,5-a]pyrimidin-5-yl)-3,6-dihydropyridine